C(C)(C)(C)C1=CC=C(C=C1)N(C(=O)[C@@H]1N(CCC1)C(=O)OCC1=CC=CC=C1)C(C(=O)N1CCOCC1)C=1C=NC=CC1 (2R)-benzyl 2-((4-(tert-butyl)phenyl)(2-morpholino-2-oxo-1-(pyridin-3-yl)ethyl)carbamoyl)pyrrolidine-1-carboxylate